CS(=O)(=O)OC=1C=C(C(=CC1)CO)CO 4-methylsulfonyloxy-1,2-benzenedimethanol